COC1CCC(CC1)NC (1s,4s)-4-methoxy-N-methylcyclohexan-1-amine